BrC1=C(OC=2C1=C(C=CC2)O)C bromo-2-methylbenzofuran-4-ol